[Ag]SC#N Silver(I) thiocyanate